NC1CN(CC12COC2)C=2N=NC(=CN2)C2=C(C=C(C=C2)C=2C=NNC2)O 2-[3-(8-amino-2-oxa-6-azaspiro[3.4]oct-6-yl)-1,2,4-triazin-6-yl]-5-(1H-pyrazol-4-yl)phenol